trifluoroacetic acid triphenylsulfonium salt C1(=CC=CC=C1)[S+](C1=CC=CC=C1)C1=CC=CC=C1.FC(C(=O)[O-])(F)F